N2-ethyl-N4-(furan-2-ylmethyl)-6,7-dimethoxyquinazoline-2,4-diamine C(C)NC1=NC2=CC(=C(C=C2C(=N1)NCC=1OC=CC1)OC)OC